C(C)(C)(C)OC(=O)N1CCC(CC1)OC1=C(C(=CC=C1)N[C@@H]1CC[C@@H](CC1)C(NC1=CC(=C(C=C1)C)OC)=O)[N+](=O)[O-] 4-(3-((cis-4-((3-methoxy-4-methylphenyl)carbamoyl)cyclohexyl)amino)-2-nitrophenoxy)piperidine-1-carboxylic acid tert-butyl ester